BrC=1C(=CC(=NC1)NC=1SC=C(N1)C1=NC=CC=C1)C(F)(F)F N-(5-bromo-4-(trifluoro-methyl)pyridin-2-yl)-4-(pyridin-2-yl)thiazol-2-amine